N-(4-bromo-2-cyclopropyl-5-methylphenyl)-N-(7-hydroxy-7-methyl-6,7-dihydro-5H-cyclopenta[b]pyridin-2-yl)pent-2-ynamide BrC1=CC(=C(C=C1C)N(C(C#CCC)=O)C1=CC=C2C(=N1)C(CC2)(C)O)C2CC2